C(C1=CC=CC=C1)(=O)OC1CC(N(C(C1)(C)C)C)(C)C 4-Benzoyloxy-1,2,2,6,6-pentamethylpiperidin